CN1CCC(CC1)N1N=C2C=CC(=CC2=C1)B1OC(C(O1)(C)C)(C)C 2-(1-methyl-4-piperidyl)-5-(4,4,5,5-tetramethyl-1,3,2-dioxaborolan-2-yl)indazole